[1,1'-biphenyl]-3-ylmethanamine C1(=CC(=CC=C1)CN)C1=CC=CC=C1